COC1=CC=C(C=C1)CN1C(N(CCC1=O)C1=CC=C(C=C1)CC=O)=O 2-[4-[3-[(4-methoxyphenyl)methyl]-2,4-dioxo-hexahydro-pyrimidin-1-yl]phenyl]acetaldehyde